BrC(C=C)CC=CCC 3-bromo-1,5-octadiene